CC1CC2C(CC1COC(=O)C1=CC3C(CC1C)O3)O2 3,4-epoxy-6-methylcyclohexylmethyl-3,4-epoxy-6-methyl-cyclohexenecarboxylate